N1=CC=C2C=CC=3C(=C12)C=C1C(=NN3)C=CC3=CC=CC=C31 naphthodiazepinoindole